1-(2-amino-ethyl)-pyrrolidin-2-one NCCN1C(CCC1)=O